isopropyl-2-(4-bromo-3-(3-isopropoxyphenyl)-1H-pyrazol-1-yl)thiazole C(C)(C)C=1N=C(SC1)N1N=C(C(=C1)Br)C1=CC(=CC=C1)OC(C)C